1'-(3-(2,3-dichlorophenyl)imidazo[1,5-a]pyrazin-8-yl)-5,7-dihydrospiro[cyclopenta[c]pyridine-6,4'-piperidine]-7-amine ClC1=C(C=CC=C1Cl)C1=NC=C2N1C=CN=C2N2CCC1(CC2)CC2=C(C=NC=C2)C1N